CC12CCCC(CC1)(C2=NO)C 1,5-dimethylbicyclo[3.2.1]octane-8-one oxime